Methyl 2-[[2,5-difluoro-4-(6-hydroxy-2-pyridyl)phenyl]methyl]-3-[[(2S)-oxetan-2-yl]methyl]benzimidazole-5-carboxylate FC1=C(C=C(C(=C1)C1=NC(=CC=C1)O)F)CC=1N(C2=C(N1)C=CC(=C2)C(=O)OC)C[C@H]2OCC2